NC1=CC=C(C(=O)NCCCCCC2=CC3=C(N(C(N3C)=O)C3C(NC(CC3)=O)=O)C=C2)C=C1 4-amino-N-[5-[1-(2,6-dioxopiperidin-3-yl)-3-methyl-2-oxo-1,3-benzodiazol-5-yl]pentyl]benzamide